C1=NC=CC2=C(C=CC=C12)C1(CC1)NC(=O)C=1C=C(OCCN(C(OCCCC)=O)C)C=CC1C Butyl (2-(3-((1-(isoquinolin-5-yl)cyclopropyl)carbamoyl)-4-methylphenoxy)ethyl)(methyl)carbamate